butyl 4-(1-hydroxyprop-2-en-1-yl)-4-(prop-2-en-1-yl)piperidine-1-carboxylate OC(C=C)C1(CCN(CC1)C(=O)OCCCC)CC=C